6-bromo-7-methoxy-3,4-dihydroisoquinolin-1(2H)-one BrC=1C=C2CCNC(C2=CC1OC)=O